ClC1=CC=C(S1)CNC1=CC(=NN1C(C(COC)(C)C)=O)C1CN(CCC1)C(=O)OC(C)(C)C tert-butyl 3-(5-[(5-chlorothiophen-2-yl)methyl]amino-1-(3-methoxy-2,2-dimethylpropanoyl)-1H-pyrazol-3-yl)piperidine-1-carboxylate